C(C)C=1C=C2C=CC=NC2=C(C1)C(=O)N(C1=CC=CC=C1)CCO 6-ethyl-N-(2-hydroxyethyl)quinoline-8-carboxanilide